5-{[(1R)-1-(6-chloro-7-fluoro-2-oxo-1,2-dihydroquinolin-3-yl)ethyl]amino}-1-methyl-6-oxo-1,6-dihydropyridine-2-carbonitrile ClC=1C=C2C=C(C(NC2=CC1F)=O)[C@@H](C)NC1=CC=C(N(C1=O)C)C#N